(4-Aminophenyl)carbamic acid methyl ester COC(NC1=CC=C(C=C1)N)=O